NC1=C2N=CN(C2=NC(=N1)F)[C@H]1C[C@@H]([C@@](O1)(C#C)CO[P@](=O)(OC1=CC=CC=C1)N[C@@H](CC1=CC=CC=C1)C(=O)OCC(CC)CC)OC(=O)OCCCCCCCC 2-Ethylbutyl ((S)-(((2R,3S,5R)-5-(6-amino-2-fluoro-9H-purin-9-yl)-2-ethynyl-3-(((octyloxy)carbonyl)oxy)tetrahydro-furan-2-yl)methoxy)(phenoxy)phosphoryl)-L-phenylalaninate